ethyl 3-chloro-1-(2-hydroxy-2-methylpropyl)-1H-pyrazole-4-carboxylate ClC1=NN(C=C1C(=O)OCC)CC(C)(C)O